7-(2-ethoxypyridin-5-yl)-2-methyl-2-azabicyclo[2.2.2]oct-5-ene C(C)OC1=NC=C(C=C1)C1C2N(CC(C=C2)C1)C